diethyl (benzylamino)methylphosphonate C(C1=CC=CC=C1)NCP(OCC)(OCC)=O